2-Pentadecyl-benzimidazole C(CCCCCCCCCCCCCC)C=1NC2=C(N1)C=CC=C2